C1(OCC(C)O1)=O 6-Propylene carbonate